heptadecan-9-yl 4-((3-(1H-imidazol-1-yl)propyl)amino)-2-(((3-(docosyloxy)-3-oxopropyl)thio)methyl)-4-oxobutanoate N1(C=NC=C1)CCCNC(CC(C(=O)OC(CCCCCCCC)CCCCCCCC)CSCCC(=O)OCCCCCCCCCCCCCCCCCCCCCC)=O